4,4-difluoro-eicosa-19-yn FC(CCC)(CCCCCCCCCCCCCCC#C)F